di(p-methylphenyl)phosphorus chloride CC1=CC=C(C=C1)P(C1=CC=C(C=C1)C)Cl